3-bromo-5-chloro-2-(2-nitrocyclooctyl)-N-(thiophen-2-ylmethyl)thieno[3,2-b]pyridin-7-amine BrC1=C(SC=2C1=NC(=CC2NCC=2SC=CC2)Cl)C2C(CCCCCC2)[N+](=O)[O-]